ClC1=C2C(=CN(C1=O)CC(=O)OC(C)(C)C)COC(CC1=C2C=CC=C1)C tert-Butyl (1-chloro-7-methyl-2-oxo-7,8-dihydro-2H-[3]benzoxocino[5,6-c]pyridin-3(5H)-yl)acetate